C(C1=CC=CC=C1)OCC1=NN(C(N1CC)=O)C=1C=C2C(=CN(C(C2=CC1F)=O)C1=C(C=CC=C1)C)Br 6-(3-((benzyloxy)methyl)-4-ethyl-5-oxo-4,5-dihydro-1H-1,2,4-triazol-1-yl)-4-bromo-7-fluoro-2-(o-tolyl)isoquinolin-1(2H)-one